(S)-N-(5-(2-(2-aminopyridin-3-yl)-5-(1H-pyrazol-1-yl)-3H-imidazo[4,5-b]pyridin-3-yl)-2,3-dihydro-1H-inden-1-yl)-2-(difluoromethyl)isonicotinamide NC1=NC=CC=C1C1=NC=2C(=NC(=CC2)N2N=CC=C2)N1C=1C=C2CC[C@@H](C2=CC1)NC(C1=CC(=NC=C1)C(F)F)=O